ClC1=CC(=C(COC2=CC=CC(=N2)C2CCN(CC2)CC2=NC3=C(N2C)C=C(C=C3OCCC)C(=O)O)C=C1)F 2-((4-(6-((4-chloro-2-fluorobenzyl)oxy)pyridin-2-yl)piperidin-1-yl)methyl)-1-methyl-4-propoxy-1H-benzo[d]imidazole-6-carboxylic acid